[Pt](=O)(=O)=O platinum-trioxide